FC=1C=C(C=CC1)C([C@H]1[C@@H]2N(C(C=3N1N=CC(C3O)=O)=O)C[C@H](C2)OC)C2=CC(=CC=C2)F (8S,9aR,10S)-10-(bis(3-fluorophenyl)methyl)-4-hydroxy-8-methoxy-8,9,9a,10-tetrahydro-3H-pyrrolo[1',2':4,5]pyrazino[1,2-b]pyridazine-3,5(7H)-dione